3',5'-bis-(N-carbazolyl)-[1,1'-biphenyl]-2-carbonitrile C1=CC=CC=2C3=CC=CC=C3N(C12)C=1C=C(C=C(C1)N1C2=CC=CC=C2C=2C=CC=CC12)C=1C(=CC=CC1)C#N